BrCC=1C(=NN(C1)C)C(F)(F)F 4-(bromomethyl)-1-methyl-3-(trifluoromethyl)pyrazole